NC(C(=O)O)CC=1C=NC=C(C1)C 2-amino-3-(5-methylpyridin-3-yl)propanoic acid